2-[(4-{3-[(2-chloro-4-methylphenoxy)methyl]benzoyl}piperazin-1-yl)methyl]-1-{[(2S)-oxetan-2-yl]methyl}-1H-1,3-benzodiazole-6-carboxylic acid ClC1=C(OCC=2C=C(C(=O)N3CCN(CC3)CC3=NC4=C(N3C[C@H]3OCC3)C=C(C=C4)C(=O)O)C=CC2)C=CC(=C1)C